2-(7-(3-fluorophenyl)-4-oxo-3,4-dihydro-5H-imidazo[4,5-d]pyridazin-5-yl)acetic acid FC=1C=C(C=CC1)C1=NN(C(C2=C1N=CN2)=O)CC(=O)O